5-bromo-4-(cyclopentyloxy)pyridin-2-amine BrC=1C(=CC(=NC1)N)OC1CCCC1